CN1N=C(N=N1)CNC(=O)C1CCCCC1 N-((2-methyl-2H-tetrazol-5-yl)methyl)cyclohexane-1-carboxamide